N'-[(E)-(3,5-dimethoxyphenyl)methylidene]-6-[4-(trifluoromethoxy)phenyl]pyrazine-2-carbohydrazide COC=1C=C(C=C(C1)OC)\C=N\NC(=O)C1=NC(=CN=C1)C1=CC=C(C=C1)OC(F)(F)F